Fumaric acid stearyl-sodium salt C(CCCCCCCCCCCCCCCCC)[Na].C(\C=C\C(=O)O)(=O)O